Cl.ClC1=C(C=CC=C1)[C@H](C)N (S)-1-(2-chlorophenyl)ethylamine hydrochloride